N-(3-methoxybenzyl)-4-((2-(3-methoxybenzyloxy)ethoxy)methyl)-N-(3-morpholinobenzyl)thiazol-2-amine COC=1C=C(CN(C=2SC=C(N2)COCCOCC2=CC(=CC=C2)OC)CC2=CC(=CC=C2)N2CCOCC2)C=CC1